ClC1=NC=C(C(=C1)C1=C(C=NC(=C1)C)C(=O)O)C 2'-chloro-5',6-dimethyl-(4,4'-bipyridine)-3-carboxylic Acid